3-((3-(8-(((3S,4R)-3-fluoro-1-methylpiperidin-4-yl)amino)-3-((trifluoromethyl)thio)imidazo[1,2-a]pyridin-2-yl)prop-2-yn-1-yl)amino)-N-isopropyl-4-methoxybenzamide F[C@H]1CN(CC[C@H]1NC=1C=2N(C=CC1)C(=C(N2)C#CCNC=2C=C(C(=O)NC(C)C)C=CC2OC)SC(F)(F)F)C